C(C)(C)(C)N1C=C(C=C1)C(=O)NCC1=NC(=NO1)N1N=C2C(=CC=CC2=C1C(=C)C)N[C@H]1[C@H](CN(CC1)C)F 1-(tert-butyl)-N-((3-(7-(((3S,4R)-3-fluoro-1-methylpiperidin-4-yl)amino)-3-(prop-1-en-2-yl)-2H-indazol-2-yl)-1,2,4-oxadiazol-5-yl)methyl)-1H-pyrrole-3-carboxamide